COC1=C(C(=CC=C1)OC)S(=O)(=O)NC1=NOC2=C1C[C@H](C1=CC=CC=C12)C |r| rac-2,6-dimethoxy-N-(5-methyl-4,5-dihydronaphtho[2,1-d]isoxazol-3-yl)benzenesulfonamide